C(C)(C)C=1C(=NNC1C=1C=C(C=2N(C1)N=CN2)C)C=2SC(=CN2)C2CCN(CC2)C 2-(4-isopropyl-5-(8-methyl-[1,2,4]triazolo[1,5-a]pyridin-6-yl)-1H-pyrazol-3-yl)-5-(1-methylpiperidin-4-yl)thiazole